[Cd].[In].[S] Sulfur indium cadmium